propanoic acid isopropyl ester tri-hydrochloride salt Cl.Cl.Cl.C(C)(C)OC(CC)=O